C1(CC1)C1=NC=C(C=C1)C(F)(F)F Cyclopropyl-5-(trifluoromethyl)pyridine